O=C1NC(CC[C@H]1NC(=O)C1=C(C=C(C=C1)N1CCN(CC1)CC1CCN(CC1)C(=O)OC(C)(C)C)F)=O tert-butyl (R)-4-((4-(4-((2,6-dioxopiperidin-3-yl)carbamoyl)-3-fluorophenyl)piperazin-1-yl)methyl)piperidine-1-carboxylate